1-ETHOXY-2-ISOCYANOETHANE C(C)OCC[N+]#[C-]